(1R,3R)-1-(benzo[d][1,3]dioxol-5-yl)-N-methyl-2,3,4,9-tetrahydro-1H-pyrido[3,4-b]indole O1COC2=C1C=CC(=C2)[C@H]2N(CCC1=C2NC2=CC=CC=C12)C